C(C1=CC=CC=C1)(=O)C=1C=CC2=C(NC(N(C2=O)O)=O)N1 7-benzoyl-3-hydroxypyrido[2,3-d]pyrimidine-2,4(1H,3H)-dione